FC=1C=C(C=CC1F)C=1OC2=C(C=C(C=C2C(C1C)=O)C)[C@@H](C)NC=1C(=NC(=CC1)C)C(=O)OC(C)(C)C tert-Butyl 3-[[(1R)-1-[2-(3,4-difluorophenyl)-3,6-dimethyl-4-oxo-chromen-8-yl]ethyl]amino]-6-methyl-pyridine-2-carboxylate